(4-((4-(3-phenylureido)phenyl)sulfonyl)phenyl)benzenesulfonamide C1(=CC=CC=C1)NC(NC1=CC=C(C=C1)S(=O)(=O)C1=CC=C(C=C1)C1=C(C=CC=C1)S(=O)(=O)N)=O